Cl.FC(C1=CC=C(C=N1)N1C(CC2(CCNC2)CC1)=O)(F)F 8-(6-(trifluoromethyl)pyridin-3-yl)-2,8-diazaspiro[4.5]decan-7-one hydrochloride